C(C)NC(CC1=CC(=CC=C1)C1=COC=2C1=NC=C(C2)C2=CC=C(C=C2)N2CCNCC2)=O N-ethyl-2-(3-(6-(4-(piperazin-1-yl)phenyl)furo[3,2-b]pyridin-3-yl)phenyl)acetamide